methyl 3-carboxy-2-hydroxy-α-cyanocinnamate C(=O)(O)C=1C(=C(C=C(C(=O)OC)C#N)C=CC1)O